C(C)(=O)N[C@@H](CS)C(=O)O Acetylcystein